(3S)-N-((1R,2R,4S)-7-cyano-7-azabicyclo[2.2.1]heptan-2-yl)-1-(6-(trifluoromethyl)-2-pyrazinyl)-3-pyrrolidinecarboxamide C(#N)N1[C@H]2[C@@H](C[C@@H]1CC2)NC(=O)[C@@H]2CN(CC2)C2=NC(=CN=C2)C(F)(F)F